FC1=C(C(=CC(=C1)C(C)C)F)N1N=C(C=C1)C=1C=CC(=C(C1)CNC(OC)=O)C methyl N-[[5-[1-[2,6-difluoro-4-(1-methylethyl)phenyl]-1H-pyrazol-3-yl]-2-methylphenyl]methyl]carbamate